1-((3R,4S)-3-fluoro-4-((5-(1-(3-fluoropropyl)-1H-benzo[d][1,2,3]triazol-6-yl)-4-methoxypyrrolo[2,1-f][1,2,4]triazin-2-yl)amino)piperidin-1-yl)ethan-1-one-2,2,2-d3 F[C@@H]1CN(CC[C@@H]1NC1=NN2C(C(=N1)OC)=C(C=C2)C=2C=CC1=C(N(N=N1)CCCF)C2)C(C([2H])([2H])[2H])=O